O[C@@H]1[C@H]2[C@@]3(C[C@@]3([C@@H](C1)O2)C(=O)NC2=CC(=CC=C2)C(F)(F)F)C2=CC(=NC=C2)OC |r| rac-(1r,2r,4s,5r,6s)-6-hydroxy-4-(2-methoxypyridin-4-yl)-N-(3-(trifluoromethyl)phenyl)-8-oxatricyclo[3.2.1.02,4]octane-2-carboxamide